1-Ethyl (2E)-2-[(3-chloro-4-fluoro-phenyl) hydrazono]propanoate ClC=1C=C(C=CC1F)N\N=C(\C(=O)OCC)/C